ClC1=CC=C(C=C1)C=1C=C(C(=O)NC(C)(C)C#N)C=C(C1)C=1N(N=CC1)C(C)C 3-(4-chlorophenyl)-N-(2-cyano-propan-2-yl)-5-(2-propan-2-yl-pyrazol-3-yl)-benzamide